CC=1N(C(=CC1)C)CCC[Si](OCC)(OCC)OCC 2,5-dimethyl-1-(3-(triethoxysilyl)propyl)-1H-pyrrole